C(CCCCCCC\C=C/C\C=C/CCCCC)(=O)OCC(COC(CCC(OCCCCCCCC)OCCCCCCCC)=O)COC(=O)OCCCN(CC)CC (9Z,12Z)-3-((4,4-bis(octyloxy)butanoyl)oxy)-2-((((3-(diethylamino)propoxy)carbonyl) oxy)methyl)propyl octadeca-9,12-dienoate